FC=1C(=C(C=O)C=C(C1)C#CC1=CC=C(C=C1)N1CCOCC1)O 3-fluoro-2-hydroxy-5-((4-morpholinophenyl)ethynyl)benzaldehyde